6-fluoro-N-methyl-5-(4-(3-(4-oxo-2,3,4,5-tetrahydrofuro[3,2-c]pyridin-6-yl)cyclopent-2-en-1-yl)piperazin-1-yl)picolinamide FC1=C(C=CC(=N1)C(=O)NC)N1CCN(CC1)C1C=C(CC1)C1=CC2=C(C(N1)=O)CCO2